cyclopropyl-(2,4-difluorophenyl)methanamine C1(CC1)C(N)C1=C(C=C(C=C1)F)F